4-[5-(2-aminoethyl)pyrimidin-2-yl]-3-[5-(difluoromethyl)-2-methylpyrazol-3-yl]oxybenzonitrile NCCC=1C=NC(=NC1)C1=C(C=C(C#N)C=C1)OC=1N(N=C(C1)C(F)F)C